COCCN1C(=NC=2C1=NC(=CC2)C=2C=CN1N=C(N=CC12)C1(CC(C1)NC)N)C 1-(5-(3-(2-methoxyethyl)-2-methyl-3H-imidazo[4,5-b]pyridin-5-yl)pyrrolo[2,1-f][1,2,4]triazin-2-yl)-N3-methylcyclobutane-1,3-diamine